3-(3-(cyclopentylmethoxy)phenyl)propan-1-amine C1(CCCC1)COC=1C=C(C=CC1)CCCN